bis(nitriloethyl) sulfone N#CCS(=O)(=O)CC#N